2-[2-[[2,2'-dioxo-7'-[2-(2-prop-2-enoyloxyethylcarbamoyloxy)ethoxy]-4,4'-spirobi[chromane]-7-yl]oxy]ethoxycarbonylamino]ethyl prop-2-enoate C(C=C)(=O)OCCNC(=O)OCCOC1=CC=C2C3(CC(OC2=C1)=O)CC(OC1=CC(=CC=C13)OCCOC(NCCOC(C=C)=O)=O)=O